C1NC(CC12CCCCC2)C(=O)OC methyl 2-azaspiro[4.5]decane-3-carboxylate